OC(C[NH-])(C)C 10E-N-(2-hydroxy-2-methylpropyl)amide